NC1=C(C=NN1C)C(=O)NC1CCC(CC1)NC1=CC=CC=2N1C=C(N2)C(F)(F)F 5-amino-1-methyl-N-[(1s,4s)-4-{[2-(trifluoromethyl)imidazo[1,2-a]pyridin-5-yl]amino}cyclohexyl]-1H-pyrazole-4-carboxamide